(S)-1-((4-(3-chloro-2-methylphenylamino)-2-methylpyrido[3,2-d]pyrimidin-7-yl)methylamino)propan-2-ol ClC=1C(=C(C=CC1)NC=1C2=C(N=C(N1)C)C=C(C=N2)CNC[C@H](C)O)C